4-amino-5-(cyclohexyloxy)-2-methylquinoline-3-carboxylic acid NC1=C(C(=NC2=CC=CC(=C12)OC1CCCCC1)C)C(=O)O